2,2-bis(4-hydroxy-3-tert.butyl-phenyl)propane OC1=C(C=C(C=C1)C(C)(C)C1=CC(=C(C=C1)O)C(C)(C)C)C(C)(C)C